C(C=C)(=O)OC(CCCCC)OC(C=C)=O Hex-anediol diacrylate